NC1(CCN(CC1)C([C@@H](CCCCN)NC(C(CC1CC1)NC([C@@H](CC1=CC=CC=C1)NC([C@@H](CC1=CC=CC=C1)N)=O)=O)=O)=O)C(=O)OC methyl 4-amino-1-[(2R)-6-amino-2-[[2-[[(2R)-2-[[(2R)-2-amino-3-phenyl-propanoyl]amino]-3-phenyl-propanoyl]amino]-3-cyclopropyl-propanoyl]amino]hexanoyl]piperidine-4-carboxylate